FC1=C(C=CC(=C1F)C=1C(=NN(C1)CCOC)C)C1=CN=C(N1C)C(=O)N 5-[2,3-difluoro-4-[1-(2-methoxyethyl)-3-methyl-pyrazol-4-yl]phenyl]-1-methyl-imidazole-2-carboxamide